N-(4-bromobenzyl)-4-(2-(4-(trifluoromethyl)phenyl)-2H-pyrazolo[3,4-d]pyrimidin-4-yl)piperazine-2-carboxamide BrC1=CC=C(CNC(=O)C2NCCN(C2)C=2C=3C(N=CN2)=NN(C3)C3=CC=C(C=C3)C(F)(F)F)C=C1